NC(CN(C1=NC=2NC(NC(C2N1)=O)=O)C)(C)C 8-[(2-amino-2-methyl-propyl)-methylamino]-xanthine